C(N)(OC1=CC=C2C(=N1)C1(COC2=O)CC1)=O (5'-oxo-5'h,7'h-spiro[cyclopropane-1,8'-pyrano[4,3-b]pyridin]-2'-yl) carbamate